1-{[(2S)-4-(cyanoacetyl)morpholin-2-yl]methoxy}-7-(propan-2-yloxy)isoquinoline-6-carboxamide C(#N)CC(=O)N1C[C@H](OCC1)COC1=NC=CC2=CC(=C(C=C12)OC(C)C)C(=O)N